CN(C(/C=C/CN(C(OC(C)(C)C)=O)CCOC1=CC=C(C=C1)/C(=C(/CC(F)(F)F)\C1=CC=CC=C1)/C=1C=C2C(=NNC2=CC1)F)=O)C tert-butyl ((E)-4-(dimethylamino)-4-oxobut-2-en-1-yl)(2-(4-((E)-4,4,4-trifluoro-1-(3-fluoro-1H-indazol-5-yl)-2-phenylbut-1-en-1-yl)phenoxy)ethyl)carbamate